1-cyclopropyl-3-({[(3S)-1-[6-(dimethylamino)pyridin-3-yl]piperidin-3-yl][(2-methylpyridin-4-yl)methyl]amino}methyl)-6,7-difluoro-1,4-dihydroquinolin-4-one C1(CC1)N1C=C(C(C2=CC(=C(C=C12)F)F)=O)CN(CC1=CC(=NC=C1)C)[C@@H]1CN(CCC1)C=1C=NC(=CC1)N(C)C